5-(2-methoxyphenyl)isoxazol COC1=C(C=CC=C1)C1=CC=NO1